2-(6-((4-(5-(azetidin-1-ylmethyl)pyridin-2-yl)-1H-1,2,3-triazol-1-yl)methyl)pyridin-3-yl)-5-(difluoromethyl)-1,3,4-oxadiazole N1(CCC1)CC=1C=CC(=NC1)C=1N=NN(C1)CC1=CC=C(C=N1)C=1OC(=NN1)C(F)F